1-[4-[3-[(7,9-dimethylpyrido[3',2':4,5]thieno[3,2-d]pyrimidin-4-yl)amino]azetidin-1-yl]-2-pyridinyl]cyclobutanol CC=1C=C(C2=C(SC3=C2N=CN=C3NC3CN(C3)C3=CC(=NC=C3)C3(CCC3)O)N1)C